OC[C@]1(O)[C@@H](O)[C@H](O)[C@H](O)CO1 β-D-fructopyranose